CN(C(OC(C)(C)C)=O)[C@@H]1CN2C(OC1)=C(C=N2)S(NC(NC2=C1C(=CC=3CCCC23)CC1)=O)(=O)=O tert-butyl (R)-methyl(3-(N-((2,4,5,6-tetrahydro-1H-cyclobuta[f]inden-3-yl)-carbamoyl)sulfamoyl)-6,7-dihydro-5H-pyrazolo[5,1-b][1,3]oxazin-6-yl)carbamate